3'',5''-di-tert-butyl-2-(6-(((2,6-diisopropylphenyl)amino)(2-isopropylphenyl)methyl)-pyridin-2-yl)-5'-methyl-[1,1':3',1''-terphenyl]-2'-ol C(C)(C)(C)C=1C=C(C=C(C1)C(C)(C)C)C=1C(=C(C=C(C1)C)C1=C(C=CC=C1)C1=NC(=CC=C1)C(C1=C(C=CC=C1)C(C)C)NC1=C(C=CC=C1C(C)C)C(C)C)O